9H-fluoren-9-ylmethyl-N-[(1S)-1-{[(2S)-1-hydroxy-3-[(3S)-2-oxopyrrolidin-3-yl]propan-2-yl]carbamoyl}butyl]carbamate C1=CC=CC=2C3=CC=CC=C3C(C12)COC(N[C@@H](CCC)C(N[C@H](CO)C[C@H]1C(NCC1)=O)=O)=O